FC1=C(C(=O)N[C@@H](CO)C2=CC3=CC=CC=C3C=C2)C=CC(=C1)F (R)-2,4-difluoro-N-(2-hydroxy-1-naphthalen-2-yl-ethyl)-benzamide